1-(4-((4-(4-(3-(5-((6-acetyl-2,6-diazaspiro[3.3]heptan-2-yl)methyl)-6-methoxypyridin-2-yl)-2-chlorophenyl)-3-chloropyridin-2-yl)-2-methoxybenzyl)amino)piperidin-1-yl)ethan-1-one C(C)(=O)N1CC2(CN(C2)CC=2C=CC(=NC2OC)C=2C(=C(C=CC2)C2=C(C(=NC=C2)C2=CC(=C(CNC3CCN(CC3)C(C)=O)C=C2)OC)Cl)Cl)C1